C(C)(C)(C)N1CCC(CC1)NC1=NC(=NC2=CC(=C(C=C12)OC)OC)NCCNC(CCl)=O N-(2-((4-((1-(tert-butyl)piperidin-4-yl)amino)-6,7-dimethoxyquinazolin-2-yl)amino)ethyl)-2-chloroacetamide